4-(bicyclo[1.1.1]pentan-1-ylamino)-2-(tetrahydro-2H-pyran-4-ylamino)pyrimidine-5-carboxamide C12(CC(C1)C2)NC2=NC(=NC=C2C(=O)N)NC2CCOCC2